2-(1-hydroxyethyl)benzene-1,3,5-triol OC(C)C1=C(C=C(C=C1O)O)O